4-[2-[2-[2-[2-[2-[2-[2-[2-(2-aminoethoxy)ethoxy]ethoxy]ethoxy]-ethoxy]ethoxy]ethoxy]ethoxy]ethoxy]-N-[3-(3-chloro-4-cyano-phenoxy)-2,2,4,4-tetramethyl-cyclobutyl]benzamide NCCOCCOCCOCCOCCOCCOCCOCCOCCOC1=CC=C(C(=O)NC2C(C(C2(C)C)OC2=CC(=C(C=C2)C#N)Cl)(C)C)C=C1